N-{1-(2-hydroxyethyl)-6-oxo-3-[2-(trifluoromethyl)phenyl]-1,6-dihydro-4-pyridazinyl}-2-methoxy-5-(trifluoromethyl)benzamide OCCN1N=C(C(=CC1=O)NC(C1=C(C=CC(=C1)C(F)(F)F)OC)=O)C1=C(C=CC=C1)C(F)(F)F